methyl 4,6-di-O-benzyl-α-D-mannopyranoside C(C1=CC=CC=C1)O[C@H]1[C@@H]([C@@H]([C@@H](OC)O[C@@H]1COCC1=CC=CC=C1)O)O